N-[(2-cyclopentyl-3-methyl-1H-indol-5-yl)methyl]-4-methyl-pyrimidine-5-carboxamide C1(CCCC1)C=1NC2=CC=C(C=C2C1C)CNC(=O)C=1C(=NC=NC1)C